8-(methylthio)-1,3-dihydro-10H-furo[3,4-d]pyrimido[1,6-a]pyrimidin-10-one CSC1=NC=CC=2N1C(C1=C(N2)COC1)=O